C1(=CC=CC=C1)C(=O)C1CCNCC1 phenyl-(piperidin-4-yl)methanone